O1COC2=C1C=CC(=C2)C2OC1=C(C(N2O)C2=CC=CC=C2)C=CC=C1 2-(benzo[d][1,3]dioxol-5-yl)-4-phenyl-2H-benzo[e][1,3]oxazin-3(4H)-ol